ClC1=C(C(=O)NC2=C3C=NN(C3=CC=C2)C2=CC(=CC=C2)OC(F)F)C=C(C=C1)CNC(CC(C)(C)C)=O 2-Chloro-N-{1-[3-(difluoromethoxy)phenyl]-1H-indazol-4-yl}-5-{[(3,3-dimethylbutyryl)amino]methyl}benzamide